bis(5H-dibenzo[a,d]cyclohepten-5-yl)phenylphosphine C1=CC=CC=2C(C3=C(C=CC21)C=CC=C3)P(C3=CC=CC=C3)C3C2=C(C=CC1=C3C=CC=C1)C=CC=C2